ClC1=NN2C(N=CC(=C2[C@H](C)OC)NC2=CC=C(C=C2)[C@@H](C(F)(F)F)N(C(=O)C2CCN(CC2)C(=O)OC(C)(C)C)C)=N1 tert-butyl 4-(((S)-1-(4-((2-chloro-7-((S)-1-methoxyethyl)-[1,2,4]triazolo[1,5-a]pyrimidin-6-yl)amino)phenyl)-2,2,2-trifluoroethyl)(methyl)carbamoyl)piperidine-1-carboxylate